C(CC)C1=CC=C(C=C1)C1=CC=C(C=C1)C(C)C 4-(4'-propylphenyl)isopropylbenzene